BrCC(NCCNC(CC[C@H](NC(CC[C@H](NC(CC[C@H](NC(CC[C@H](NC(CCCCCCCCCCCCCCCCC(=O)O)=O)C(=O)O)=O)C(=O)O)=O)C(=O)O)=O)C(=O)O)=O)=O (10S,15S,20S,25S)-1-Bromo-2,7,12,17,22,27-hexaoxo-3,6,11,16,21,26-hexaazatritetracontane-10,15,20,25,43-pentacarboxylic acid